(6-amino-1-methyl-1H-indazol-3-yl)piperidine-2,6-dione NC1=CC=C2C(=NN(C2=C1)C)N1C(CCCC1=O)=O